5-(4-chlorobutyl)-10,11-dihydro-5H-dibenzo[b,f]azepine ClCCCCN1C2=C(CCC3=C1C=CC=C3)C=CC=C2